BrCC1=NC(=CC(=C1F)C1CC1)Cl (bromomethyl)-6-chloro-4-cyclopropyl-3-fluoropyridine